4-Tolyl 4-[(4-methoxyphenyl-carbamoyl)ureido]phenylsulfonat COC1=CC=C(C=C1)NC(=O)NC(NC1=CC=C(C=C1)S(=O)(=O)OC1=CC=C(C=C1)C)=O